FC1=C(CN2[C@@H](CCC2=O)CC(=O)NC(C(=O)NCCC2=CC=CC=C2)C(C)C)C=CC=C1F 2-(2-((S)-1-(2,3-Difluorobenzyl)-5-oxopyrrolidin-2-yl)acetamido)-3-methyl-N-phenethylbutanamide